N-hydroxy-7-(4-(4-(((2R,3R,4S,5S,6R)-3,4,5-trihydroxy-6-(hydroxymethyl)-tetrahydro-2H-pyran-2-yl)oxy)phenyl)-1H-1,2,3-triazol-1-yl)heptanamide ONC(CCCCCCN1N=NC(=C1)C1=CC=C(C=C1)O[C@H]1O[C@@H]([C@H]([C@@H]([C@H]1O)O)O)CO)=O